CN(C)CC(CC)(O)O N,N-dimethylaminomethylpropanediol